N-[1-(2,5-difluorophenyl)ethyl]-2-[(3R)-3'-fluoro-3-methyl[1,4'-bipiperidin]-1'-yl]-1,3-thiazole-5-carboxamide FC1=C(C=C(C=C1)F)C(C)NC(=O)C1=CN=C(S1)N1CC(C(CC1)N1C[C@@H](CCC1)C)F